6-isopropyl-2-(4-(3-methoxyazetidin-1-yl)cyclohexyl)-5-(7-methyl-[1,2,4]triazolo[1,5-a]pyridin-6-yl)-4H-pyrrolo[3,2-d]thiazol C(C)(C)C1=C(NC2=C1N=C(S2)C2CCC(CC2)N2CC(C2)OC)C=2C(=CC=1N(C2)N=CN1)C